tert-butyl 3-(2-(2,6-dioxopiperidin-3-yl)-3-oxoisoindolin-5-yl)propanoate O=C1NC(CCC1N1CC2=CC=C(C=C2C1=O)CCC(=O)OC(C)(C)C)=O